[N+](=O)([O-])N1S(C2=C(C1=O)C=CC=C2)(=O)=O 2-nitrobenzo[d]isothiazol-3(2H)-one 1,1-dioxide